Diglycidylmethylphosphonat C(C1CO1)OP(OCC1CO1)(=O)C